C1(CC1)C#C[C@@]1(NC(NC2=CC(=C(C=C12)F)CN1N=C(C=C1)[C@@H](C)O)=O)C(C)(F)F |o1:22| (S)-4-(cyclopropylethynyl)-4-(1,1-difluoroethyl)-6-fluoro-7-((3-((R or S)-1-hydroxyethyl)-1H-pyrazol-1-yl)methyl)-3,4-dihydroquinazolin-2(1H)-one